4,6-DICHLORO-2H-BENZOPYRAN-3-CARBOXALDEHYDE ClC1=C(COC2=C1C=C(C=C2)Cl)C=O